C(C=C)C1=CC(=C(C=C1)C(C)(C)O)Br 2-(4-allyl-2-bromophenyl)propan-2-ol